C(CCCCCCCCCCC)CN(CC(CS(=O)(=O)[O-])O)C 3-(dodecyldimethylamino)-2-hydroxypropane-1-sulfonate